C(C1=CC=CC=C1)(C1=CC=CC=C1)(C1=CC=CC=C1)SC[C@H](N)C(=O)N S-trityl-L-cysteine amide